N1N=CC(=C1)CCNC1=NC(=NC(=C1C)C)C(=O)NC(C)C1=CSC=C1 4-((2-(1H-pyrazol-4-yl)ethyl)amino)-5,6-dimethyl-N-(1-(thiophen-3-yl)ethyl)pyrimidine-2-carboxamide